FC1=CC=C(C=C1)C=1N=NSC1N 4-(4-Fluorophenyl)thiadiazol-5-amine